ICCCCN1C=C(C=C1)C(=O)OC methyl 1-(4-iodobutyl)-1H-pyrrole-3-carboxylate